C(C)(C)(C)OC(=O)N1CCN(CC1)C(CNC(=O)C1=CC2=C(N(C(=N2)NC=2SC3=C(N2)C=CC(=C3)OC(F)(F)F)C)C=C1)=O 4-(2-{[1-Methyl-2-(6-trifluoromethoxy-benzothiazol-2-ylamino)-1H-benzimidazole-5-carbonyl]-amino}-acetyl)-piperazine-1-carboxylic acid tert-butyl ester